C(C)N1C[C@@H](CCC1)NC1=C(C=C(N=N1)C1=C(C=C(C=C1)C(F)(F)F)NS(=O)(=O)C1=CN=CN1)C (R)-N-(2-(6-((1-Ethylpiperidin-3-yl)amino)-5-methylpyridazin-3-yl)-5-(trifluoromethyl)phenyl)-1H-imidazole-5-sulfonamide